C1(CC1)N1CC(CC1)C(=O)NC=1N=CC2=CC=C(C=C2C1)C1=CN=C(N1C)C 1-cyclopropyl-N-(6-(1,2-dimethyl-1H-imidazol-5-yl)isoquinolin-3-yl)pyrrolidine-3-carboxamide